C1(CCCCC1)NC(N)=S 3-cyclohexylthiourea